OC1=CC=C(C=C1)SC1COCOCC1SC1=CC=C(C=C1)O 1,7-bis(4-hydroxyphenylthio)-3,5-dioxepane